trans-N1,N4-bis(6-chloroquinolin-2-yl)cyclohexane-1,4-dicarboxamide ClC=1C=C2C=CC(=NC2=CC1)NC(=O)[C@@H]1CC[C@H](CC1)C(=O)NC1=NC2=CC=C(C=C2C=C1)Cl